C12(CCC(CC1)C2)N (+)-norbornylamine